C(C)(C)(C)OC(=O)NC1=C(C(=CC=C1)OC)I N-tert-butoxycarbonyl-2-iodo-3-methoxyaniline